C(C)(C)(C)OC(=O)N1C[C@H](CCC1)NC1=C2C(=NC=C1C(=O)OCC)NC=C2 ethyl (s)-4-((1-(tert-butoxycarbonyl)piperidin-3-yl)amino)-1H-pyrrolo[2,3-b]pyridine-5-carboxylate